N-methyl-γ-aminopropyltrimethoxysilane CNCCC[Si](OC)(OC)OC